1-(Hexahydropyrrolo[3,4-c]pyrrol-2(1H)-yl)-2-((3-Isopropyl-2-(2-methylpyridin-4-yl)-1H-Indol-5-yl)oxy)ethan-1-on C1N(CC2C1CNC2)C(COC=2C=C1C(=C(NC1=CC2)C2=CC(=NC=C2)C)C(C)C)=O